CC1=C2[C@H](C(=O)[C@@]3([C@H](C[C@@H]4[C@]([C@H]3[C@@H]([C@@](C2(C)C)(C[C@@H]1OC(=O)[C@@H]([C@H](C5=CC=CC=C5)[NH3+])O)O)OC(=O)C6=CC=CC=C6)(CO4)OC(=O)C)O)C)OC(=O)C The molecule is the organic cation formed by protonation of the amino group in 3'-N-debenzoyltaxol. It is the major microspecies at pH 7.3. It is an ammonium ion derivative and an organic cation. It is a conjugate acid of a 3'-N-debenzoyltaxol.